(1aR,5aR)-2-o-Tolyl-1a,2,5,5a-tetrahydro-1H-2,3-diaza-cyclopropa[a]pentalene-4-carboxylic acid (2-hydroxy-1,1-dimethylethyl)-amide OCC(C)(C)NC(=O)C=1C=2C[C@@H]3[C@H](C2N(N1)C1=C(C=CC=C1)C)C3